FC=1C=C(C=CC1)C1=NC2=CC=C(C=C2C(=C1)C(=O)O)F 2-(3-fluorophenyl)-6-fluoro-quinoline-4-carboxylic acid